1-(2-(7-isopropoxy-1'-((1s,4s)-4-isopropyl-cyclohexyl)-3-oxo-1H-spiro[isoquinoline-4,4'-piperidin]-2(3H)-yl)ethyl)guanidine C(C)(C)OC1=CC=C2C(=C1)CN(C(C21CCN(CC1)C1CCC(CC1)C(C)C)=O)CCNC(=N)N